CC(=CCCC1(OC=2C=C(C=C(C2C=C1)O)CCCCC)C)CCC=C(C)C 2-(4,8-Dimethylnona-3,7-dienyl)-2-methyl-7-pentylchromen-5-ol